CCCCCCCCCCCC/C=C/CC(=C1C(=O)CC(CC1=O)O)O The molecule is a polyketide that consists of cyclohex-2-en-1-one substituted by hydroxy groups at positions 3 and 5 and a hexadec-3-enoyl group at position 2 (the 3E stereoisomer). It is isolated form the leaves of Virola sebifera an exhibits cytotoxic activity against human tumour cells. It has a role as a metabolite and an antineoplastic agent. It is a polyketide, an enol and an enone.